(R)-6-(6-(1-(2,2-difluoro-1-(4-fluoro-phenyl)propyl)-1H-pyrazol-3-yl)pyridin-2-yl)-8-fluoro-[1,2,4]-triazolo[1,5-a]pyridin-2-amine FC([C@@H](C1=CC=C(C=C1)F)N1N=C(C=C1)C1=CC=CC(=N1)C=1C=C(C=2N(C1)N=C(N2)N)F)(C)F